2-(2,6-dioxopiperidin-3-yl)-5-((3-(4-(4-(quinoxalin-2-yl)-1H-pyrazol-1-yl)piperidin-1-yl)phenethyl)amino)isoindoline-1,3-dione O=C1NC(CCC1N1C(C2=CC=C(C=C2C1=O)NCCC1=CC(=CC=C1)N1CCC(CC1)N1N=CC(=C1)C1=NC2=CC=CC=C2N=C1)=O)=O